C(=O)(OC(C)(C)C)C(N)[B-](F)(F)F.[K+] potassium (BOC-aminomethyl)-trifluoroborate